4-(3a,6a-Dimethyl-5-(4-(4-(methylsulfonyl)-piperazin-1-yl)phenyl)hexahydropyrrolo[3,4-c]pyrrol-2(1H)-yl)butanenitrile CC12C(CN(C1)C1=CC=C(C=C1)N1CCN(CC1)S(=O)(=O)C)(CN(C2)CCCC#N)C